Di-p-tolyl ether C1(=CC=C(C=C1)OC1=CC=C(C=C1)C)C